O[C@@H](C(=O)N1CC2=C(C=C(C=C2CC1)C=1C=C2C(=NC1)NC=C2C)[C@H]2N(CCC2)C(=O)OC(C)(C)C)C2=CC=CC=C2 (S)-tert-butyl 2-(2-((R)-2-hydroxy-2-phenylacetyl)-6-(3-methyl-1H-pyrrolo[2,3-b]pyridin-5-yl)-1,2,3,4-tetrahydroisoquinolin-8-yl)pyrrolidine-1-carboxylate